C(C1=CC=CC=C1)C1=CC=C(C=C1)CCCC(=O)NC=1C=NC=CC1 4-(4-benzylphenyl)-N-(pyridin-3-yl)butanamide